ethyl 2-((4-bromophenyl) amino)-2-methylpropionate BrC1=CC=C(C=C1)NC(C(=O)OCC)(C)C